2,4-bis[2,4-dihydroxyphenyl]-6-(4-methoxyphenyl)-1,3,5-triazine OC1=C(C=CC(=C1)O)C1=NC(=NC(=N1)C1=C(C=C(C=C1)O)O)C1=CC=C(C=C1)OC